(cis-4-(2-(1-benzyl-5-(methylcarbamoyl)-6-oxo-1,6-dihydropyridine-3-carboxamido)ethyl)cyclohexyl)carbamic acid tert-butyl ester C(C)(C)(C)OC(N[C@@H]1CC[C@@H](CC1)CCNC(=O)C1=CN(C(C(=C1)C(NC)=O)=O)CC1=CC=CC=C1)=O